2-methyl-5-((1-methyl-1H-1,2,3-triazol-5-yl)methoxy)benzofuran-3-carboxylic acid CC=1OC2=C(C1C(=O)O)C=C(C=C2)OCC2=CN=NN2C